C(C)N1N=C(C(=C1)C1=NC=NC2=CC(=C(C=C12)NC(=O)C12COCC2C1)OC)C1=CC=CC=C1 N-(4-(1-ethyl-3-phenyl-1H-pyrazol-4-yl)-7-methoxyquinazolin-6-yl)-3-oxabicyclo[3.1.0]hexane-1-carboxamide